2,4,6-trichloroaniline hydrochloride Cl.ClC1=C(N)C(=CC(=C1)Cl)Cl